N(=C=O)C1=CC=C(C=C1)C(C)C 1-isocyanato-4-(propan-2-yl)benzene